tris(2-carboxyethyl)Phosphine C(=O)(O)CCP(CCC(=O)O)CCC(=O)O